7-Methoxy-1-(tetrahydro-2H-pyran-4-yl)-1H-indazol-6-amine COC=1C(=CC=C2C=NN(C12)C1CCOCC1)N